2-(4-((3-((tert-butyldiphenylsilyl)oxy)propyl)amino)-2,6-dichloropyrimidin-5-yl)ethan-1-ol [Si](C1=CC=CC=C1)(C1=CC=CC=C1)(C(C)(C)C)OCCCNC1=NC(=NC(=C1CCO)Cl)Cl